methyl 4-((4-aminobutanoyl)oxy)-2-(3-aminoprop-1-yn-1-yl)benzoate NCCCC(=O)OC1=CC(=C(C(=O)OC)C=C1)C#CCN